CN1S(C2=C(C1)C(=C(C=C2)NC2=NN(C(=C2)[C@@H]2C[C@@H](CC2)OC(=O)OC2=CC=C(C=C2)[N+](=O)[O-])C(=O)OC2=CC=C(C=C2)[N+](=O)[O-])F)(=O)=O cis-4-nitrophenyl 3-((2-methyl-4-fluoro-1,1-dioxido-2,3-dihydrobenzo[d]isothiazol-5-yl) amino)-5-(3-(((4-nitrophenoxy) carbonyl) oxy) cyclopentyl)-1H-pyrazole-1-carboxylate